[OH-].CC1(C(N(C2=CC=C(C=C12)S(=O)(=O)O)CCCCS(=O)(=O)O)=CC=C1C(=C(CCC1)C=CC1=[N+](C2=CC=C(C=C2C1(C)C)S(=O)(=O)O)CCCCS(=O)(=O)O)C1=CC=CC=C1)C 2-[2-(3-[2-[3,3-Dimethyl-5-sulfo-1-(4-sulfobutyl)-1,3-dihydro-indol-2-ylidene]-ethylidene]-2-phenylcyclohex-1-enyl)-vinyl]-3,3-dimethyl-5-sulfo-1-(4-sulfobutyl)-3H-indolium hydroxide